C1(=CC=C(C=C1)CC(=O)NC[C@H]([C@@H](O)[C@H]1[C@@H]([C@H](C[C@@](O1)(C(=O)O)O)O)NC(CO)=O)O)C1=CC=CC=C1 (2R,4S,5R,6R)-6-((1R,2R)-3-(2-([1,1'-biphenyl]-4-yl)acetamido)-1,2-dihydroxypropyl)-2,4-dihydroxy-5-(2-hydroxyacetamido)tetrahydro-2H-pyran-2-carboxylic acid